(S)-4-(2-(4-fluorophenyl)-1H-pyrrolo[2,3-b]pyridin-5-yl)-N-(1-hydroxybutan-2-yl)thiophene-2-carboxamide FC1=CC=C(C=C1)C1=CC=2C(=NC=C(C2)C=2C=C(SC2)C(=O)N[C@H](CO)CC)N1